ClC=1N=C(NC1[C@H]1[C@H](CN(CC1)S(=O)(=O)C1CCN(CC1)S(=O)(=O)C)C)C1=NC=C(C=C1)F 2-[4-Chloro-5-[(3R,4R)-3-methyl-1-[(1-methylsulfonyl-4-piperidyl)sulfonyl]-4-piperidyl]-1H-imidazol-2-yl]-5-fluoro-pyridine